silicon-cadmium-rubidium [Rb].[Cd].[Si]